2-((5-methoxy-1-methyl-1H-pyrazol-4-yl)methyl)-6-((2-methyl-6-(trifluoromethyl)pyridin-3-yl)sulfonyl)-2,6-diazaspiro[3.3]heptane COC1=C(C=NN1C)CN1CC2(C1)CN(C2)S(=O)(=O)C=2C(=NC(=CC2)C(F)(F)F)C